N2,N4-bis((R)-1-cyclopropylethyl)-6-(6-((4-methoxybenzyl)amino)pyridin-2-yl)-1,3,5-triazine-2,4-diamine C1(CC1)[C@@H](C)NC1=NC(=NC(=N1)N[C@H](C)C1CC1)C1=NC(=CC=C1)NCC1=CC=C(C=C1)OC